isopropyl (R or S)-(2-(3-(2-(5-fluorothiophen-2-yl)ethyl)-1-(2-(6-methylpyridin-3-yl)propan-2-yl)pyrrolidin-3-yl)propan-2-yl)carbamate FC1=CC=C(S1)CC[C@@]1(CN(CC1)C(C)(C)C=1C=NC(=CC1)C)C(C)(C)NC(OC(C)C)=O |o1:8|